3-(1-Adamantyl)propanoyl chloride C12(CC3CC(CC(C1)C3)C2)CCC(=O)Cl